CC1=C(C2=C(N=CN=C2NC2(CC2)C)O1)C(=O)NC=1SC=CN1 6-methyl-4-[(1-methylcyclopropyl)amino]-N-(1,3-thiazol-2-yl)furo[2,3-d]pyrimidine-5-carboxamide